tert-butyl 7-bromo-5-(bromomethyl)thieno[3,2-b]pyridine-3-carboxylate BrC1=C2C(=NC(=C1)CBr)C(=CS2)C(=O)OC(C)(C)C